(Z)-2-[2-(4-cyanophenyl)-1-[3-(trifluoromethyl)phenyl]ethylidene]-N-[4-(difluoromethoxy)phenyl]hydrazine-carboxamide C(#N)C1=CC=C(C=C1)C/C(/C1=CC(=CC=C1)C(F)(F)F)=N/NC(=O)NC1=CC=C(C=C1)OC(F)F